(S)-1-(5-Fluoro-2,3-dihydrobenzofuran-6-yl)ethanamine hydrochloride Cl.FC=1C(=CC2=C(CCO2)C1)[C@H](C)N